FC1=C(C=C(C=C1)NC(N(CCC)[C@H](C)C1=CNC(C2=CC=CC=C12)=O)=O)C (R)-3-(4-fluoro-3-methylphenyl)-1-(1-(1-oxo-1,2-dihydroisoquinolin-4-yl)ethyl)-1-propylurea